5'-O-(4,4'-dimethoxytrityl)-2'-O-methyl-cytidine COC1=CC=C(C(C2=CC=C(C=C2)OC)(C2=CC=CC=C2)OC[C@@H]2[C@H]([C@H]([C@@H](O2)N2C(=O)N=C(N)C=C2)OC)O)C=C1